F[C@@]1(C[C@H](O)[C@@H](C(O)[Si](C)(C)C(C)(C)C)O1)N1C(=O)NC(=O)C=C1 fluoro-5'-tert-butyldimethylsilyl-2'-deoxyuridine